N1CCC2=CC(=CC=C12)C=1N=C(SC1C)NC(CC=1C=C(OCCOCCNC(OC(C)(C)C)=O)C=CC1)=O tert-butyl 2-(2-(3-(2-(4-(indolin-5-yl)-5-methylthiazol-2-ylamino)-2-oxoethyl)phenoxy)ethoxy)ethylcarbamate